allyl-7-oxa-2-azaspiro[4.5]decane-2-carboxylate C(C=C)OC(=O)N1CC2(CC1)COCCC2